C(C)C1=C(C=CC(=C1)CC)NC1=C(C=C(C=C1)CC)CC bis(2,4-diethylphenyl)amine